C(C)OC(COC(=O)C1(CC1)OC1=C(C=C(C(=C1)N1C(N(C(=CC1=O)C(F)(F)F)C)=O)F)Cl)=O 2-Ethoxy-2-oxoethyl-1-{2-chloro-4-fluoro-5-[3-methyl-2,6-dioxo-4-(trifluoromethyl)-3,6-dihydropyrimidin-1(2H)-yl]phenoxy}cyclopropancarboxylat